O1C(CCCC1)N1N=C(C=C1)N1N=CC=2C1=NC(=NC2N2[C@@H](COCC2)C)N2[C@@H](COCC2)C (3R,3'R)-4,4'-(1-(1-(tetrahydro-2H-pyran-2-yl)-1H-pyrazol-3-yl)-1H-pyrazolo[3,4-d]pyrimidine-4,6-diyl)bis(3-methylmorpholine)